5-bromo-4-methyl-1-tetrahydropyran-4-yl-indazole BrC=1C(=C2C=NN(C2=CC1)C1CCOCC1)C